tert-butyl N-[(1R)-1-[[6-(2,6-dimethylphenyl)-2-[[3-(hydroxymethyl)phenyl]sulfonylamino]pyrimidin-4-yl]oxymethyl]-3-methyl-butyl]carbamate CC1=C(C(=CC=C1)C)C1=CC(=NC(=N1)NS(=O)(=O)C1=CC(=CC=C1)CO)OC[C@@H](CC(C)C)NC(OC(C)(C)C)=O